tert-butyl 2-(1-(2-fluoro-4-nitrophenyl)-4-methoxypiperidin-4-yl)acetate FC1=C(C=CC(=C1)[N+](=O)[O-])N1CCC(CC1)(OC)CC(=O)OC(C)(C)C